C1(CCCCC1)C[C@@H](C(=O)N[C@H](C=O)CCC(=O)N1CCOC2=C(C1)C=CC=C2)NC(=O)N2CCC1=CC=CC=C21 N-((S)-3-cyclohexyl-1-(((S)-5-(2,3-dihydrobenzo[f][1,4]oxazepin-4(5H)-yl)-1,5-dioxopentan-2-yl)amino)-1-oxopropan-2-yl)indoline-1-carboxamide